BrCC1=CC=C(CN2CCOCC2)C=C1 4-(4-(bromomethyl)benzyl)morpholine